3-Cyano-5-(4-methylpyridin-3-yl)benzoic acid C(#N)C=1C=C(C(=O)O)C=C(C1)C=1C=NC=CC1C